4-[[benzyl(methyl)amino]methyl]azetidin-2-one C(C1=CC=CC=C1)N(C)CC1CC(N1)=O